benzyl (E)-(1-(4-((4-((2,6-dioxopiperidin-3-yl)carbamoyl)phenyl)amino)but-2-enoyl)piperidin-4-yl)carbamate O=C1NC(CCC1NC(=O)C1=CC=C(C=C1)NC/C=C/C(=O)N1CCC(CC1)NC(OCC1=CC=CC=C1)=O)=O